(5-((3,3-dimethylpiperazin-1-yl)methyl)pyridin-2-yl)-5-fluoro-4-(4-fluoro-1-isopropyl-2-methyl-1H-benzo[d]imidazol-6-yl)pyrimidin-2-amine CC1(CN(CCN1)CC=1C=CC(=NC1)C1=C(C(=NC(=N1)N)C=1C=C(C2=C(N(C(=N2)C)C(C)C)C1)F)F)C